ClC1=NN(C2=C(C=CC=C12)C(C(=O)O)N1CC(C1)OCCCCCC1=NC=2NCCCC2C=C1)C 2-(3-chloro-1-methyl-1H-indazol-7-yl)-2-(3-(5-(5,6,7,8-tetrahydro-1,8-naphthyridin-2-yl)pentyloxy)azetidin-1-yl)acetic acid